tert-butyl 4-(3-methyl-6-oxo-5-(5,6,7,8-tetrahydroquinoxalin-5-yl)-5,6-dihydropyrido[2,3-b]pyrazin-7-yl)piperidine-1-carboxylate CC1=CN=C2C(=N1)N(C(C(=C2)C2CCN(CC2)C(=O)OC(C)(C)C)=O)C2C=1N=CC=NC1CCC2